C(C1=CC=CC=C1)OC=1C=NC2=CC=C(C=C2C1)Br 3-(benzyloxy)-6-bromoquinoline